2,2-difluoro-6-methyl-5-(((5-(trifluoromethyl)pyridin-2-yl)amino)methyl)morpholine-4-carboxylate FC1(CN(C(C(O1)C)CNC1=NC=C(C=C1)C(F)(F)F)C(=O)[O-])F